OP1(O[C@@H]2[C@H](O1)[C@H](O[C@H]2N2C(NC(C=C2)=O)=O)CO)=O 1-((3aR,4R,6R,6aR)-2-hydroxy-6-(hydroxymethyl)-2-oxidotetrahydrofuro[3,4-d][1,3,2]dioxaphosphol-4-yl)pyrimidine-2,4(1H,3H)-dione